C(CCCCCCC\C=C/C[C@H](O)CCCCCC)(=O)OCC(O)CO monoglycerol ricinoleate